1-cyclopropyl-N-(1-(2,2,2-trifluoro-1-(4-fluorophenyl)ethyl)azetidin-3-yl)-1H-1,2,3-triazole-4-carboxamide C1(CC1)N1N=NC(=C1)C(=O)NC1CN(C1)C(C(F)(F)F)C1=CC=C(C=C1)F